(2-(1,1-difluoroethyl)pyridin-4-yl)-1-(1-methoxyisoquinolin-5-yl)-5-(trifluoromethyl)-1H-pyrazole-4-carboxamide FC(C)(F)C1=NC=CC(=C1)C1=NN(C(=C1C(=O)N)C(F)(F)F)C1=C2C=CN=C(C2=CC=C1)OC